2-FLUORO-5-HYDROXYBENZALDEHYDE FC1=C(C=O)C=C(C=C1)O